(2E,2'E)-2,2'-(1-(5-((3-(trifluoromethyl)piperidin-1-yl)methyl)furan-2-yl)propane-1,2-diylidene)bis(N-methylhydrazine-1-carbothioamide) FC(C1CN(CCC1)CC1=CC=C(O1)\C(\C(\C)=N\NC(NC)=S)=N\NC(NC)=S)(F)F